N-[3-[5-(azetidin-1-ylsulfonyl)-2-(difluoromethoxy)phenyl]-1-methyl-pyrazol-4-yl]pyrazolo[1,5-a]pyrimidine-3-carboxamide N1(CCC1)S(=O)(=O)C=1C=CC(=C(C1)C1=NN(C=C1NC(=O)C=1C=NN2C1N=CC=C2)C)OC(F)F